(S)-1-((4-(((R)-1-(3-(difluoromethyl)-2-fluorophenyl)ethyl)amino)-2-methylpyrido[3,4-d]pyrimidin-6-yl)sulfonyl)piperidin-3-ol FC(C=1C(=C(C=CC1)[C@@H](C)NC=1C2=C(N=C(N1)C)C=NC(=C2)S(=O)(=O)N2C[C@H](CCC2)O)F)F